3-(Phenylsulfonyl)propionyl chloride C1(=CC=CC=C1)S(=O)(=O)CCC(=O)Cl